1-(1H-inden-3-yl)pyrrolidine C1C=C(C2=CC=CC=C12)N1CCCC1